2-[(6-chloro-3-pyridazinyl)thio]-N,N-diethyl-acetamide ClC1=CC=C(N=N1)SCC(=O)N(CC)CC